di-tert-butyl (5-{[tert-butyl(dimethyl)silyl]oxy}-3,3-dimethylpentyl)-2-imidodicarbonate [Si](C)(C)(C(C)(C)C)OCCC(CCN(C(=O)OC(C)(C)C)C(=O)OC(C)(C)C)(C)C